C(#N)C=1C(=NC(=NC1)NC1=CC=CC=C1)NC=1C=C(C=CC1)NC(C=C)=O N-(3-(5-cyano-2-(phenylamino)pyrimidin-4-ylamino)phenyl)acrylamide